1-bromo-5-cyclopropyl-2,5,6,7-tetrahydro-4H-pyrrolo[3,4-c]pyridin-4-one BrC=1NC=C2C(N(CCC21)C2CC2)=O